NC(C)N1CCNCC1 1-aminoethyl-piperazine